CC=1N=C(N(C1)C(=O)NCC#CC(C)C)OCCN1CCOCC1 Methyl-N-(4-methylpent-2-yn-1-yl)-2-(2-morpholinoethoxy)-1H-imidazole-1-carboxamide